1,1':6',1''-terphenyl C1(=CC=CC=C1)C1=CC=CC=C1C1=CC=CC=C1